propyl-(phenyl)methoxyethoxysilane C(CC)[SiH2]OCCOCC1=CC=CC=C1